C[C@@H](C(=O)[O-])NC(=O)[C@@H](C)O[C@@H]1[C@H]([C@H](O[C@@H]([C@H]1O)CO)OP(=O)([O-])OP(=O)([O-])OC[C@@H]2[C@H]([C@H]([C@@H](O2)N3C=CC(=O)NC3=O)O)O)NC(=O)C The molecule is a UDP-N-acetylmuramoyl-L-alaninate(3-) in which the D-muramoyl fragment has alpha-configuration at its anomeric centre; major species at pH 7.3. It is a conjugate base of an UDP-N-acetyl-alpha-D-muramoyl-L-alanine.